ClC=1C=CC(=NC1)SC1COC1 5-chloro-2-(oxetan-3-ylsulfanyl)pyridine